Benzo(h)quinoline N1=CC=CC2=CC=C3C(=C12)C=CC=C3